(6-((4-(tert-Butyl)pyridin-2-yl)methyl)-2-azaspiro[3.3]heptan-2-yl)((1s,3s)-3-hydroxy-3-methylcyclobutyl)methanon C(C)(C)(C)C1=CC(=NC=C1)CC1CC2(CN(C2)C(=O)C2CC(C2)(C)O)C1